CC1=C(C=CC(=C1)[N+](=O)[O-])C=1CCCN(CC1)C(=O)OC(C)(C)C tert-butyl 5-(2-methyl-4-nitrophenyl)-2,3,4,7-tetrahydro-1H-azepine-1-carboxylate